3-[[5-[5-(difluoromethyl)-1,3,4-oxadiazol-2-yl]-2-pyridinyl]methyl]-5-[4-(1,3-dioxolan-2-yl)phenyl]-1,3,4-oxadiazol-2-one FC(C1=NN=C(O1)C=1C=CC(=NC1)CN1C(OC(=N1)C1=CC=C(C=C1)C1OCCO1)=O)F